tert-butyl-4-(4,4-dimethylcyclohexyl)aniline C(C)(C)(C)NC1=CC=C(C=C1)C1CCC(CC1)(C)C